COC(C(=C)C1OC(OC1)(C)C)=O (2,2-dimethyl-1,3-dioxolan-4-yl)acrylic acid methyl ester